EthyleneTetraFluoroEthylen C(CC(C(F)(F)*)(F)F)*